C(=C\CCC)/[C@H]1[C@@H](CC1)C=O (1R,2S)-2-((E)-PENT-1-EN-1-YL)CYCLOBUTANECARBALDEHYDE